2-(2,4-dichlorophenyl)-3-cyano-4-(imidazol-1-yl)methyl-6-methoxyquinoline bis(glutarate) titanium [Ti+4].C(CCCC(=O)[O-])(=O)[O-].C(CCCC(=O)[O-])(=O)[O-].ClC1=C(C=CC(=C1)Cl)C1=NC2=CC=C(C=C2C(=C1C#N)CN1C=NC=C1)OC